N1=C(N=CC2=NC=CN=C12)C1=NC2=NC=CN=C2C=N1 bipteridinyl